C(CCOCC(C)O)O 4-Oxa-1,6-heptandiol